(S)-1-(1-acryloylpyrrolidin-3-yl)-5-amino-3-((5-chloro-2-fluorophenyl)ethynyl)-1H-pyrazole-4-carboxamide C(C=C)(=O)N1C[C@H](CC1)N1N=C(C(=C1N)C(=O)N)C#CC1=C(C=CC(=C1)Cl)F